C12(CCC(CC1)CC2)NC2=NC(=NC=C2C#N)NC=2C(=CC(=C(C2)NC(C=C)=O)N(C)CCN(C)C)OC N-(5-((4-(bicyclo[2.2.2]octan-1-ylamino)-5-cyanopyrimidin-2-yl)amino)-2-((2-(dimethylamino)ethyl)(methyl)amino)-4-methoxyphenyl)acrylamide